Cl.ClC=1C=CC2=C([C@H](CNCC2)C)C1 (R)-8-chloro-1-methyl-2,3,4,5-tetrahydro-1H-3-benzazepine hydrochloride